C(C=1C(O)=CC=CC1)(=O)Cl salicyloyl chloride